trans-6-[(7S)-2-Benzyl-6-(methoxycarbonyl)-7-methyl-3H,6H,7H,8H,9H-imidazo[4,5-f]chinolin-3-yl]spiro[3.3]heptan C(C1=CC=CC=C1)C=1N(C=2C(=C3CC[C@@H](N(C3=CC2)C(=O)OC)C)N1)C1CC2(CCC2)C1